O=C1NC(CCC1N1C(C2=CC=CC(=C2C1=O)OCC(=O)NCCCCC1=C(C(=O)N)C=CC=C1)=O)=O (4-(2-((2-(2,6-dioxopiperidin-3-yl)-1,3-dioxoisoindolin-4-yl)oxy)acetamido)butyl)benzamide